CC1(CC(CCC1)C)O 1,3-dimethylcyclohexanol